ClC(C(=O)NC1=CC=C(C(=O)O)C=C1)CC1=CC=C(C=C1)N1C(CC(CC1)COCC)=O 4-(2-chloro-3-(4-(4-(ethoxymethyl)-2-oxopiperidin-1-yl)phenyl)propionylamino)benzoic acid